COC1=CC=C(CN(CC(=O)OC(C)(C)C)C=2C=3N(N=C(C2)N2CCOCC2)C=CN3)C=C1 tert-butyl N-(4-methoxybenzyl)-N-(6-morpholinoimidazo[1,2-b]pyridazin-8-yl)glycinate